N-[[2-[(cyclopropylmethylamino)methyl]-1H-indol-6-yl]methyl]-4-oxo-pyrido[1,2-a]pyrimidine-2-carboxamide C1(CC1)CNCC=1NC2=CC(=CC=C2C1)CNC(=O)C=1N=C2N(C(C1)=O)C=CC=C2